(2-amino-4-cyclopropoxyphenyl){4-[6-fluoro-2-(1-methyl-3-piperidyl)-3H-1,3,4-triazainden-7-yl]-1-piperidyl}methanone NC1=C(C=CC(=C1)OC1CC1)C(=O)N1CCC(CC1)C=1C(=CN=C2NC(=NC12)C1CN(CCC1)C)F